OCC1(COC1)CN N-((3-(hydroxymethyl)oxetan-3-yl)methyl)amine